1-(3-amino-2,2-difluoro-propyl)-4-chloro-pyrazole-3,5-dicarboxylic acid diethyl ester, hydrochloride Cl.C(C)OC(=O)C1=NN(C(=C1Cl)C(=O)OCC)CC(CN)(F)F